FC(C(=O)O)(F)F.NCCC1=CC=C(C=C1)NC(=O)C1=C(C=C(C(=C1)OC)OC)NC(=O)C=1OC2=CC(=CC=C2C(C1)=O)C N-(2-((4-(2-Aminoethyl)phenyl)carbamoyl)-4,5-dimethoxyphenyl)-7-methyl-4-oxo-4H-chromene-2-carboxamide trifluoroacetate